OC[C@H]1[C@@H](CNC1)O (3s,4s)-4-(hydroxymethyl)pyrrolidin-3-ol